ClC=1C(=C(C#N)C=C(C1)C1CCC2=CC=C(C=C12)O)OCCCl 3-chloro-2-(2-chloroethoxy)-5-(6-hydroxy-2,3-dihydro-1H-inden-1-yl)benzonitrile